N1=CC(=CC=C1)CC(=O)N1C(CCC1)C(=O)N 1-[2-(pyridin-3-yl)acetyl]pyrrolidine-2-carboxamide